2-methylthio-N6-hydroxy-N-valylcarbamoyladenine CSC1=NC(=C2NC=NC2=N1)N(C(NC([C@@H](N)C(C)C)=O)=O)O